6-(7,8-dimethyl-[1,2,4]triazolo[4,3-b]pyridazin-6-yl)-3-(2-fluoro-4-methylphenoxy)-5,6,7,8-tetrahydro-1,6-naphthyridine CC1=C(C=2N(N=C1N1CC=3C=C(C=NC3CC1)OC1=C(C=C(C=C1)C)F)C=NN2)C